lysergic acid diethylamide C(C)N(C(=O)[C@H]1CN(C)[C@@H]2CC3=CNC4=CC=CC(C2=C1)=C34)CC